4-(bromomethyl)-1-(methylsulfonyl)piperidine BrCC1CCN(CC1)S(=O)(=O)C